NC1=C(SC2=C1C(=C1C(=N2)CC(OC1)(C)C)C(=O)OCC)C(NCC1=C(C=C(C=C1)OC)OC)=O Ethyl 3-amino-2-((2,4-dimethoxybenzyl)carbamoyl)-7,7-dimethyl-7,8-dihydro-5H-pyrano[4,3-b]thieno[3,2-e]pyridine-4-carboxylate